[N+](=O)([O-])C=1C(=CC2=C(C3CNCC2C3)C1)N 8-nitro-2,3,4,5-tetrahydro-1H-1,5-methanobenzo[d]azepin-7-Amine